BrC=1C=C2C=CN(C(C2=CC1F)=O)CC(CC(CO)NC(OC(C)(C)C)=O)F tert-butyl N-[4-(6-bromo-7-fluoro-1-oxo-2-isoquinolyl)-3-fluoro-1-(hydroxymethyl)butyl]carbamate